methyl 2-[(3-bromo-6-chloro-4-quinolyl)amino]-5-methyl-benzoate BrC=1C=NC2=CC=C(C=C2C1NC1=C(C(=O)OC)C=C(C=C1)C)Cl